(+/-)-4-[4-(2-amino-6-methyl-pyrimidin-4-yl)-1,4-oxazepan-3-yl]-3-chloro-N-cyclopropyl-benzamide NC1=NC(=CC(=N1)N1[C@@H](COCCC1)C1=C(C=C(C(=O)NC2CC2)C=C1)Cl)C |r|